ClC=1C=C(C=CC1N1C=NC(=C1)C1=NC(=NC=C1C(F)(F)F)NC1CCN(CC1)S(=O)(=O)C)N(CCN(C)C)C N1-(3-Chloro-4-(4-(2-((1-(methylsulfonyl)piperidin-4-yl)amino)-5-(trifluoromethyl)pyrimidin-4-yl)-1H-imidazol-1-yl)phenyl)-N1,N2,N2-trimethylethane-1,2-diamine